1,3-diisopropyl-5-(trifluoromethyl)-1H-benzimidazolium C(C)(C)[NH+]1CN(C2=C1C=CC(=C2)C(F)(F)F)C(C)C